C(#N)C1CCN(CC1)C(C(F)(F)C1=CC=C(C=C1)C1=C2C(=NC(=C1)NC(=O)C1CC1)NC=C2)=O N-(4-(4-(2-(4-cyanopiperidin-1-yl)-1,1-difluoro-2-oxoethyl)phenyl)-1H-pyrrolo[2,3-b]pyridin-6-yl)cyclopropylcarboxamide